5-[6-(Cyclobutylamino)-2-fluoropyridin-3-yl]-1-ethyl-N-[(3S)-2-oxo-5-phenyl-1,3-dihydro-1,4-benzodiazepin-3-yl]pyrazole-4-carboxamide C1(CCC1)NC1=CC=C(C(=N1)F)C1=C(C=NN1CC)C(=O)N[C@@H]1C(NC2=C(C(=N1)C1=CC=CC=C1)C=CC=C2)=O